ClC1=C(C=CC=C1)C=1C=C2C(=NC1)NN=C2C(=O)C=2C(=C(C=CC2F)NS(=O)(=O)CCC)F N-(3-(5-(2-chlorophenyl)-1H-pyrazolo[3,4-b]pyridine-3-carbonyl)-2,4-difluorophenyl)-propane-1-sulfonamide